N1=C(C=CC=C1)CNCC1=CC=C(C=C1)CNC1C=2C=CC=NC2CCC1 N-(2-pyridinylmethyl)-N'-(5,6,7,8-tetrahydro-5-quinolinyl)-1,4-benzenedimethanamine